8-((5-Bromo-2-((2-methoxy-5-methyl-4-(4-(4-methylpiperazin-1-yl)piperidin-1-yl)phenyl)amino)pyrimidin-4-yl)amino)-1,2,3,4-tetrahydronaphthalen-2-ol BrC=1C(=NC(=NC1)NC1=C(C=C(C(=C1)C)N1CCC(CC1)N1CCN(CC1)C)OC)NC=1C=CC=C2CCC(CC12)O